The molecule is a glycosyl glycoside which is an intermediate in the breakdown of sucrose. The structure is that of sucrose in which the glucosyl 3-hydroxy group has been reduced to a keto group. It is a glycosyl glycoside and a keto-disaccharide. C([C@@H]1[C@H]([C@@H]([C@](O1)(CO)O[C@@H]2[C@@H](C(=O)[C@@H]([C@H](O2)CO)O)O)O)O)O